NC(=S)SCC Dithiourethan